4-(4-((4-((4-(tert-butoxycarbonyl)piperazin-1-yl)methyl)-4'-chloro-4-methyl-3,4,5,6-tetrahydro-[1,1'-biphenyl]-2-yl)methyl)piperazin-1-yl)benzoic acid C(C)(C)(C)OC(=O)N1CCN(CC1)CC1(CC(=C(CC1)C1=CC=C(C=C1)Cl)CN1CCN(CC1)C1=CC=C(C(=O)O)C=C1)C